tert-Butyl (2-(N-(3-((8-carbamoylbenzo[c][2,6]naphthyridin-5-yl)amino)propyl)sulfamoyl)ethyl)carbamate C(N)(=O)C=1C=CC2=C(N=C(C3=CC=NC=C23)NCCCNS(=O)(=O)CCNC(OC(C)(C)C)=O)C1